1-[9-(4-chlorophenyl)-8-(6-cyano-3-pyridyl)-2-[(2-hydroxy-2-methyl-propyl)amino]purin-6-yl]-4-ethoxy-piperidine-4-carboxamide ClC1=CC=C(C=C1)N1C2=NC(=NC(=C2N=C1C=1C=NC(=CC1)C#N)N1CCC(CC1)(C(=O)N)OCC)NCC(C)(C)O